C(C)(C)(C)OC(=O)N1CC=2N=C(SC2C1)C=1C(=C(C=CC1)C1=C(C(=CC=C1)C=1OC2=C(N1)C=C(C=C2C#N)C=O)C)C 2-(3'-(7-cyano-5-formylbenzo[d]oxazol-2-yl)-2,2'-dimethylbiphenyl-3-yl)-4H-pyrrolo[3,4-d]thiazole-5(6H)-carboxylic acid tert-butyl ester